C1(CCCCC1)C1=C(C=CC=C1)O ortho-cyclohexyl-phenol